BrC=1C=C(C(=NC1)N1CC(C1)N(C)C)NS(=O)(=O)C1=CC=CC=C1 N-(5-Bromo-2-(3-(dimethylamino)azetidin-1-yl)pyridin-3-yl)benzenesulfonamide